(4-(1-(tert-butoxycarbonyl)pyrrolidin-2-yl)-2-fluorophenyl)-6-(2-methoxyethoxy)benzo[d]imidazo[2,1-b]thiazole-7-carboxylic acid C(C)(C)(C)OC(=O)N1C(CCC1)C1=CC(=C(C=C1)C=1N=C2SC3=C(N2C1)C=C(C(=C3)C(=O)O)OCCOC)F